C(C)(=O)C1=NN(C2=CC=C(C=C12)C=1C=NC(=NC1)C)CC(=O)[C@@H]1N(C[C@H](C1)F)C(=O)OC(C)(C)C |&1:22| (2R,4S) and (2S,4S)-tert-butyl 2-(2-(3-acetyl-5-(2-methylpyrimidin-5-yl)-1H-indazol-1-yl) acetyl)-4-fluoropyrrolidine-1-carboxylate